di-tert-butyl piperidine-1,4-dicarboxylate N1(CCC(CC1)C(=O)OC(C)(C)C)C(=O)OC(C)(C)C